3-(1-methyl-2-oxopyrrolidin-3-yl)urea CN1C(C(CC1)NC(N)=O)=O